7-Fluoro-N-methoxy-N-methyl-1-tetrahydropyran-2-yl-indazole-4-carboxamide FC1=CC=C(C=2C=NN(C12)C1OCCCC1)C(=O)N(C)OC